C(=O)(OCC1C2=CC=CC=C2C2=CC=CC=C12)NC(CO)CO Fmoc-serinol